5-(3-ethylimidazo[1,2-a]pyrimidin-6-yl)-N-(trans-3-methoxycyclobutyl)pyrrolo[2,1-f][1,2,4]triazin-2-amine C(C)C1=CN=C2N1C=C(C=N2)C=2C=CN1N=C(N=CC12)N[C@@H]1C[C@H](C1)OC